COC(=O)C=1C(=NC(=NC1)N)OC(C)CC 2-amino-4-(sec-butoxy)pyrimidine-5-carboxylic acid methyl ester